2-(3-(1H-imidazol-4-yl)prop-2-yn-1-yl)-3-((3-bromopyridin-2-yl)methyl)isoindolin-1-one N1C=NC(=C1)C#CCN1C(C2=CC=CC=C2C1CC1=NC=CC=C1Br)=O